BrC=1C=C(C(=C2C=C(N=NC12)C)/N=C/N(C)C)I (E)-N'-(8-bromo-6-iodo-3-methylcinnoline-5-yl)-N,N-dimethylmethanimidamide